ClC1=NC=NC(=C1)N1C(=NC=C1)C 4-chloro-6-(2-methylimidazol-1-yl)pyrimidine